CN1N=C2CN(CCC2=C1C1=CC=CC=C1)C(=O)C=1C=NC2=CC=CC=C2C1 (2-methyl-3-phenyl-2,4,5,7-tetrahydro-6H-pyrazolo[3,4-c]pyridin-6-yl)(quinolin-3-yl)methanone